C1(CC1)C=1C2=C(N=NC1C1=C(C=C(C(=C1)F)C)O)N(C=N2)[C@H]2CN(CCC2)C 2-[4-cyclopropyl-7-[(3R)-1-methyl-3-piperidyl]imidazo[4,5-c]pyridazin-3-yl]-4-fluoro-5-methyl-phenol